phenol-D6 [2H]C1=C(C(=C(C(=C1[2H])[2H])O[2H])[2H])[2H]